C(C)C(CNC1=CC=CC=C1)(CCCC)N 2-Ethyl-N1-phenylhexane-1,2-diamine